CC(C)C=1C=C(CC2C(NCCO2)=O)C=CC1 2-[3-(propan-2-yl)benzyl]morpholin-3-one